C1(=CC=CC=C1)[S+](SC1=CC=C(C=C1)C1=CC=CC=C1)C1=CC=CC=C1 diphenyl-(4-phenylphenylthio)sulfonium